CC=1N=C2N(N=C(C=C2C)C=2C=C(C=3N(C2)N=C(N3)C3[C@@H]2CN(C[C@H]32)C(=O)OC(C)(C)C)F)C1 tert-butyl (1S,5R)-6-[6-(2,8-dimethylimidazo[1,2-b]pyridazin-6-yl)-8-fluoro-[1,2,4]triazolo[1,5-a]pyridin-2-yl]-3-azabicyclo[3.1.0]hexane-3-carboxylate